N1-(6-(aminomethyl)pyridin-2-yl)-N3,N3-dimethylcyclobutane-1,3-diamine NCC1=CC=CC(=N1)NC1CC(C1)N(C)C